C1(=CCCCC1)C1=CC=2N(N=C1)C(=CN2)C#CC=2C=C(C(=O)NC1=NC=CC=C1)C=CC2C 3-{2-[7-(cyclohex-1-en-1-yl)imidazo[1,2-b]pyridazin-3-yl]ethynyl}-4-methyl-N-(pyridin-2-yl)benzamide